4-(2-Azabicyclo[4.1.0]heptan-2-yl)-7-chloro-8-fluoro-2-(((2R,7aS)-2-fluorotetrahydro-1H-pyrrolizin-7a(5H)-yl)methoxy-d2)pyrido[4,3-d]pyrimidine C12N(CCCC2C1)C=1C2=C(N=C(N1)OC([2H])([2H])[C@]13CCCN3C[C@@H](C1)F)C(=C(N=C2)Cl)F